2-((1s,4r,5r)-5-((5-cyclopropyl-3-(2,6-dichlorophenyl)isoxazol-4-yl)methoxy)-3-oxo-2-azabicyclo[2.2.1]heptan-2-yl)-4-(tetrahydrofuran-3-yl)benzo[d]thiazole-6-carboxylic acid C1(CC1)C1=C(C(=NO1)C1=C(C=CC=C1Cl)Cl)CO[C@H]1[C@@H]2C(N([C@H](C1)C2)C=2SC1=C(N2)C(=CC(=C1)C(=O)O)C1COCC1)=O